C(#N)C1=CC(=C(OCC=2C=C(OC3CCN(CC3)CC3=NC4=C(N3CC3=CN=CN3CC3CC3)C=C(C=C4)C(=O)O)C=CC2)C=C1)F 2-((4-(3-((4-cyano-2-fluorophenoxy)methyl)phenoxy)piperidin-1-yl)methyl)-1-((1-(cyclopropylmethyl)-1H-imidazole-5-yl)methyl)-1H-benzo[d]imidazole-6-carboxylic acid